CN1C(=NC2=C1C=CC=C2)C=2C(=CC(=C(C2C2=NC1=C(N2C)C=CC=C1)N1C2=CC=CC=C2N(C=2C=CC=CC12)C)N1C2=CC=CC=C2N(C=2C=CC=CC12)C)N1C2=CC=CC=C2N(C=2C=CC=CC12)C 10,10',10''-(5,6-bis(1-methyl-1H-benzo[d]imidazol-2-yl)benzene-1,2,4-triyl)tris(5-methyl-5,10-dihydrophenazine)